Dimethylolpropionamide C(O)C(C(=O)N)(C)CO